C(C)(=O)N1[C@H](CCC2=CC(=CC=C12)C1=CC=C(CNC(=O)C=2C=C3N(C=C(N=C3N3CCOCC3)C=3C=NC(=NC3)N)C2)C=C1)C (S)-N-(4-(1-Acetyl-2-methyl-1,2,3,4-tetrahydroquinolin-6-yl)benzyl)-3-(2-aminopyrimidin-5-yl)-1-morpholinopyrrolo[1,2-a]pyrazine-7-carboxamide